3-({[7-(1,2,3,4-tetrahydroquinolin-1-yl)-3,4-dihydro-2H-1-benzopyran-4-yl]methyl}amino)pyridine-4-carboxylic acid methyl ester COC(=O)C1=C(C=NC=C1)NCC1CCOC2=C1C=CC(=C2)N2CCCC1=CC=CC=C21